CC1(CCC2=C(CC1)C=C(C=C2)C=2C=C1C(=NC2)NN=C1C1=CC=C(C=C1)N1CCOCC1)N1[C@@H](CCC1)C 4-[4-(5-{7-Methyl-7-[(2R)-2-methylpyrrolidin-1-yl]-6,7,8,9-tetrahydro-5H-benzo[7]annulen-2-yl}-1H-pyrazolo[3,4-b]pyridin-3-yl)phenyl]morpholine